N-methyl-N-((1S,3R)-2,2,3-trimethyl-3-((6-(1-methyl-1H-pyrazol-4-yl)pyrazolo[1,5-a]pyrazin-4-yl)oxy)cyclobutyl)acrylamide CN(C(C=C)=O)[C@@H]1C([C@@](C1)(OC=1C=2N(C=C(N1)C=1C=NN(C1)C)N=CC2)C)(C)C